NC1=C(C(C(O1)([2H])C1=CC=C(C(=O)O[2H])C=C1)=O)OS(=O)(=O)C([2H])([2H])C1=CC=C(C=C1)F 4-(5-amino-4-((((4-fluorophenyl)methyl-d2)sulfonyl)oxy)-3-oxo-2,3-dihydrofuran-2-yl-2-d)benzoic acid-d